2-[(2R,5S)-5-methyl-2-[2-(1-methyl-4-piperidyl)-1,3-benzothiazol-5-yl]-1-piperidyl]-N-[6-methyl-5-(oxetan-3-yl)-3-pyridyl]-2-oxo-acetamide C[C@H]1CC[C@@H](N(C1)C(C(=O)NC=1C=NC(=C(C1)C1COC1)C)=O)C=1C=CC2=C(N=C(S2)C2CCN(CC2)C)C1